trans-N-(3-(4-cyclopropoxy-6-methoxypyrimidin-5-yl)-1H-pyrrolo[2,3-b]pyridin-6-yl)-2-((4-methylpiperazin-1-yl)methyl)cyclopropane-1-carboxamide C1(CC1)OC1=NC=NC(=C1C1=CNC2=NC(=CC=C21)NC(=O)[C@H]2[C@@H](C2)CN2CCN(CC2)C)OC